(4aR,8aS)-6-(6-(2-hydroxybenzyl)-2-azaspiro[3.3]heptane-2-carbonyl)hexahydro-2H-pyrido[4,3-b][1,4]oxazin-3(4H)-one OC1=C(CC2CC3(CN(C3)C(=O)N3C[C@@H]4[C@@H](OCC(N4)=O)CC3)C2)C=CC=C1